2-(3-((1r,5s,6s)-3-benzyl-3-azabicyclo[3.1.0]hexan-6-yl)phenyl)-2-methylpropan-1-ol C(C1=CC=CC=C1)N1C[C@@H]2C([C@@H]2C1)C=1C=C(C=CC1)C(CO)(C)C